C1(CC1)N1N=C(C(=C1NC(OC1CC(C1)F)=O)C)C1CC(C1)(F)F (1s,3s)-3-fluorocyclobutyl (1-cyclopropyl-3-(3,3-difluorocyclobutyl)-4-methyl-1H-pyrazol-5-yl)carbamate